3α-ethyl-3β-hydroxy-5α-pregnan-20-one C(C)[C@]1(C[C@@H]2CC[C@H]3[C@@H]4CC[C@H](C(C)=O)[C@]4(CC[C@@H]3[C@]2(CC1)C)C)O